2-(3,4-epoxytribromophenyl)ethyl-trimethoxysilane BrC1=C(C2=C(C(=C1CC[Si](OC)(OC)OC)Br)O2)Br